4-bromo-6-chloropyridazin-3-amine BrC1=C(N=NC(=C1)Cl)N